3-fluoro-N-methyl-1-((2-(trimethylsilyl)ethoxy)methyl)-1H-pyrrolo[2,3-b]pyridin-6-amine FC1=CN(C2=NC(=CC=C21)NC)COCC[Si](C)(C)C